FC=1C=C(N)C=C(C1OC1=C2C(=NC=C1)N(C=C2I)COCC[Si](C)(C)C)F 3,5-difluoro-4-((3-iodo-1-((2-(trimethylsilyl)ethoxy)methyl)-1H-pyrrolo[2,3-b]pyridin-4-yl)oxy)aniline